CC(C=C)N methylprop-2-en-1-amine